C(C)(C)(C)C1=NC(=NC(=C1)C(C)(C)C)[C@@H]1[C@H](CC1)C=1NC(C2=C(N1)N(N=C2C#N)[C@@H](C)C=2C=NC(=CC2)C(F)(F)F)=O 6-((1S,2S)-2-(4,6-di-tert-butylpyrimidin-2-yl)cyclobutyl)-4-oxo-1-((S)-1-(6-(trifluoromethyl)-pyridin-3-yl)ethyl)-4,5-dihydro-1H-pyrazolo[3,4-d]pyrimidine-3-carbonitrile